[Te].[Sb] antimony-tellurium